4-(s)-butylthio-2,5-dimethoxyphenethylamine C(CCC)SC1=CC(=C(CCN)C=C1OC)OC